C(C)(C)C=1SC(=C(N1)C=O)C(=O)OCC ethyl 2-isopropyl-4-formyl-thiazole-5-carboxylate